C(CCC)(=O)O[C@H]1CC[C@@H]2[C@@]1(CC[C@@H]1[C@]3(CCC=4N=C(SC4C3=CC[C@@H]21)NCC=C)C)C (5aR,5bS,7aS,8S,10aS,10bR)-2-(allylamino)-5a,7a-dimethyl-5,5a,5b,6,7,7a,8,9,10,10a,10b,11-dodecahydro-4H-cyclopenta[7,8]phenanthro[2,1-d]thiazol-8-yl butyrate